F[C@@H]1C[C@H]2CC(CN2C1)=C (2R,7aR)-2-fluoro-6-methylene-tetrahydro-1H-pyrrolizine